5-nitro-2-furylacrylic acid C1=C(OC(=C1)[N+](=O)[O-])/C=C/C(=O)O